NC(C)C=1C=C(C=C2C(N(C(=NC12)N1CCOCCC1)C)=O)C 8-(1-aminoethyl)-3,6-dimethyl-2-(1,4-oxazepan-4-yl)quinazolin-4(3H)-one